CN1N=CC2=CC=CC(=C12)CN1C(=NC2=C1C=CC=C2)N2C[C@@H](CCC2)N (R)-1-(1-((1-Methyl-1H-indazol-7-yl)methyl)-1H-benzo[d]imidazol-2-yl)piperidin-3-amin